tetraphenyl-tetra(tridecyl)pentaerythritol phosphite P(O)(O)OC(C(C(O)(CCCCCCCCCCCCC)C1=CC=CC=C1)(C(O)(CCCCCCCCCCCCC)C1=CC=CC=C1)C(O)(CCCCCCCCCCCCC)C1=CC=CC=C1)(CCCCCCCCCCCCC)C1=CC=CC=C1